5-Cyano-3,4,6-trimethyl-N-(1-(1-methyl-1H-pyrazol-4-yl)-1H-indazol-6-yl)picolinamide C(#N)C=1C(=C(C(=NC1C)C(=O)NC1=CC=C2C=NN(C2=C1)C=1C=NN(C1)C)C)C